cyclopropyl 6-(5-(6-cyano-1H-benzo[d]imidazol-2-yl)spiro[2.3]hexan-5-yl)-3,4-dihydro-1,5-naphthyridine-1(2H)-carboxylate C(#N)C=1C=CC2=C(NC(=N2)C2(CC3(CC3)C2)C=2N=C3CCCN(C3=CC2)C(=O)OC2CC2)C1